N-[2-(2-fluorophenyl)-2-methylpropylidene]hydroxylamine FC1=C(C=CC=C1)C(C=NO)(C)C